1-(3-trifluoromethylphenyl)-1,2-propanediol FC(C=1C=C(C=CC1)C(C(C)O)O)(F)F